Tert-butyl 3-(3-bromobenzoylamino)-5-(2-fluoro-6-methoxyphenyl)-1H-pyrazolo[3,4-c]pyridine-1-carboxylate BrC=1C=C(C(=O)NC2=NN(C3=CN=C(C=C32)C3=C(C=CC=C3OC)F)C(=O)OC(C)(C)C)C=CC1